NC=1N=C(SC1C(=O)C1=CC=C(C=C1)OCC1=CC=CC=C1)NC1=CC(=C(C=C1)Cl)F [4-amino-2-(4-chloro-3-fluoro-anilino)thiazol-5-yl]-(4-benzyloxyphenyl)methanone